ClC1=CC=C(C2=C1N(C(=N2)N)C)I 7-chloro-4-iodo-1-methyl-benzimidazol-2-amine